ClC1=C(C(=O)O)C=C(C(=C1OC)OC)OC 2-chloro-3,4,5-trimethoxybenzoic acid